6-isopropyl-5-methyl-3-(1H-pyrazol-4-yl)pyrazolo[1,5-a]pyrimidin-7(4H)-one C(C)(C)C1=C(NC=2N(C1=O)N=CC2C=2C=NNC2)C